lithium sulfanilic acid salt S(=O)(C1=CC=C(C=C1)N)(=O)[O-].[Li+]